C(C)(C)C=1C(=NNC1C=1C=C(C=2N(C1)N=CN2)OC)C2=CC=C(C=C2)C2CCN(CC2)CC(F)(F)F 6-(4-isopropyl-3-(4-(1-(2,2,2-trifluoroethyl)piperidin-4-yl)phenyl)-1H-pyrazol-5-yl)-8-methoxy-[1,2,4]triazolo[1,5-a]pyridine